COC=1C=C2C(=CC=NC2=CC1)C=CN(C)C 2-(6-methoxy-4-quinolinyl)-N,N-dimethyl-vinylamine